NC1=C(C=C(C=C1)C(C)C)NC=1C=CC(=NC1)NC(=O)C1=CC=C(C(=O)OC)C=C1 methyl 4-((5-((2-amino-5-isopropylphenyl)amino)pyridin-2-yl)carbamoyl)benzoate